C(C)(C)(C)OC(=O)N1CCC(CC1)N1CCC(CC1)N1N=C(C=2C1=NC=NC2N)C2=CC=C(C=C2)OC2=CC=CC=C2 4-[4-[4-Amino-3-(4-phenoxyphenyl)pyrazolo[3,4-d]pyrimidin-1-yl]-1-piperidinyl]piperidine-1-carboxylic acid tert-butyl ester